acetyl-methoxyethanol sodium salt [Na].C(C)(=O)C(C)(O)OC